O1COCC2=C1C=CC=C2CCC(=O)NCC2=CC(=NO2)C2=NC=CN=C2 3-(benzo[d][1,3]dioxan-5-yl)-N-((3-(pyrazin-2-yl)isoxazol-5-yl)methyl)propanamide